tert-Butyl 6-(2-oxopiperidin-1-yl)-1,4-oxazepane-4-carboxylate O=C1N(CCCC1)C1CN(CCOC1)C(=O)OC(C)(C)C